C(C)(C)(C)[SiH2]C1=CC=CC(=C1)C t-butyl-(5-methylphenyl)silane